((2R,6R)-4-(2-aminooxazolo[4,5-c]pyridin-7-yl)-6-methylmorpholin-2-yl)((R)-8-chloro-1-methyl-6-(trifluoromethyl)-3,4-dihydroisoquinolin-2(1H)-yl)methanone NC=1OC2=C(C=NC=C2N2C[C@@H](O[C@@H](C2)C)C(=O)N2[C@@H](C3=C(C=C(C=C3CC2)C(F)(F)F)Cl)C)N1